BrC=1C(=C(C=CC1)NC(=O)C=1N(C=C(N1)C(=O)OC)C)C methyl 2-((3-bromo-2-methylphenyl) carbamoyl)-1-methyl-1H-imidazole-4-carboxylate